ClC1=NC(=CC2=C1C=NN2)Cl 4,6-dichloro-1H-pyrazolo[4,3-c]pyridine